2-[3-(1,1-difluoro-6-azaspiro[2.5]octane-6-carbonyl)-5,6-dihydrocyclopenta[c]pyrazol-1(4H)-yl]-1-[4-(2,3-dimethylphenyl)piperazin-1-yl]ethan-1-one FC1(CC12CCN(CC2)C(=O)C=2C1=C(N(N2)CC(=O)N2CCN(CC2)C2=C(C(=CC=C2)C)C)CCC1)F